2,2,2-trichloroethyl ((2-(4-(methylthio)phenyl)propanoyl)oxy)carbamate CSC1=CC=C(C=C1)C(C(=O)ONC(OCC(Cl)(Cl)Cl)=O)C